6-ethyl 3-methyl (3S)-8,8-difluoro-7-hydroxy-5-oxo-1,2,3,5,8,8a-hexahydroindolizine-3,6-dicarboxylate FC1(C(=C(C(N2[C@@H](CCC12)C(=O)OC)=O)C(=O)OCC)O)F